FC=1C=C(C=CC1)C=1N=NN(C1)[C@@H]1[C@H](C(O[C@@H]([C@@H]1O)CO)N(C(CC)=O)C)O N-((3R,4S,5R,6R)-4-(4-(3-fluorophenyl)-1H-1,2,3-triazol-1-yl)-3,5-dihydroxy-6-(hydroxymethyl)tetrahydro-2H-pyran-2-yl)-N-methylpropanamide